C(=O)O.CN([C@@H]1CN(CC1)C1=NC=C(C(=N1)OCC)C(=O)NC=1C=C(C=2N(C1)C=C(N2)C)F)C (S)-2-(3-(dimethylamino)pyrrolidin-1-yl)-4-ethoxy-N-(8-fluoro-2-methylimidazo[1,2-a]pyridin-6-yl)pyrimidine-5-carboxamide formate